((3S,4R)-4-methoxytetrahydrofuran-3-yl)glycine methyl ester COC(CN[C@H]1COC[C@@H]1OC)=O